ClC1=CC(=CC=2NC3=CC=C(C=C3C(C12)(C)C)CN1CCNCC1)COCC 1-chloro-3-(ethoxymethyl)-9,9-dimethyl-7-(piperazin-1-ylmethyl)-9,10-dihydroacridine